BrCCC(C)C 1-bromo-3,3-dimethylpropane